β-cyclopentyl-alanine C1(CCCC1)C[C@H](N)C(=O)O